O1C(CC1)CN1C=NC2=NC=C(C=C21)C(=O)O 1-(oxetan-2-ylmethyl)-1H-imidazo[4,5-b]pyridine-6-carboxylic acid